3-benzyloxy-2-[4-[tert-butyl(dimethyl)silyl]oxybut-1-ynyl]-N-(4-fluoro-3-methyl-phenyl)aniline C(C1=CC=CC=C1)OC=1C(=C(NC2=CC(=C(C=C2)F)C)C=CC1)C#CCCO[Si](C)(C)C(C)(C)C